C(C=C)N1CCN(CC1)C1=C(C=C(C(=C1)OC)NC1=NC=NC(=C1)N1OCC[C@@H]1C=1C=C(C=CC1)C1=CC(=CC(=C1)F)F)NC(C=C)=O (R)-N-(2-(4-allylpiperazin-1-yl)-5-((6-(3-(3',5'-difluoro-[1,1'-biphenyl]-3-yl)isoxazolidin-2-yl)pyrimidin-4-yl)amino)-4-methoxyphenyl)acrylamide